N(C(=O)N)[SiH3] ureido-silane